3-amino-6-(tributylstannyl)pyridineamide NC=1C(=NC(=CC1)[Sn](CCCC)(CCCC)CCCC)C(=O)N